N1C(=CC=C1)O.C1CCC2=CC=CC=C12 Indan-azolol